6-chloro-1,3-dihydroisobenzofuran-5-amine ClC1=C(C=C2COCC2=C1)N